tert-Butyl N-[(1R)-1-[[6-(2,6-dimethylphenyl)-2-[[3-[methoxy(methyl)carbamoyl]phenyl]sulfonylamino]pyrimidin-4-yl]oxymethyl]-3-methyl-butyl]carbamate CC1=C(C(=CC=C1)C)C1=CC(=NC(=N1)NS(=O)(=O)C1=CC(=CC=C1)C(N(C)OC)=O)OC[C@@H](CC(C)C)NC(OC(C)(C)C)=O